6-chloro-3-(((1R)-1-(2-cyano-3-(3-(4-cyanophenyl)-3,8-diazabicyclo[3.2.1]octan-8-yl)-7-methylquinoxalin-5-yl)ethyl)amino)picolinic acid ClC1=CC=C(C(=N1)C(=O)O)N[C@H](C)C1=C2N=C(C(=NC2=CC(=C1)C)C#N)N1C2CN(CC1CC2)C2=CC=C(C=C2)C#N